O=C1N(C(CC1)=O)OC(CCCC1(CC=C(S(=O)(=O)NC(=O)C2=CC=CC3=NC4=C5C(=C6C(=C4C=C23)C=CC=C6)C=CC=C5)C=C1)C)=O 13-(4-((2,5-dioxo-1-pyrrolidinyloxy)4-oxobutyl)(tosyl)carbamoyl)dibenzoacridine